FCC(C(C1=CC=CC=C1)C1=CC=CC=C1)C=1N(C(C(=C(N1)C(=O)O)OC)=O)C 2-(3-fluoro-1,1-diphenylpropan-2-yl)-5-methoxy-1-methyl-6-oxo-1,6-dihydropyrimidine-4-carboxylic acid